(R)-5-(azetidin-3-ylamino)-N-(1-(3-(5-(hydroxymethyl)thiophen-2-yl)phenyl)ethyl)-2-methylbenzamide N1CC(C1)NC=1C=CC(=C(C(=O)N[C@H](C)C2=CC(=CC=C2)C=2SC(=CC2)CO)C1)C